COC1=C(C=CC=C1)C1=CC=C(N=N1)N1CC(CCC1)NCC=1SC=CC1 1-(6-(2-methoxyphenyl)pyridazin-3-yl)-N-(thien-2-ylmethyl)piperidin-3-amine